2-[2-(benzyloxy)-1,1-difluoroethyl]-4-chlorobenzenesulfonyl chloride C(C1=CC=CC=C1)OCC(F)(F)C1=C(C=CC(=C1)Cl)S(=O)(=O)Cl